C1-bromo-4-(3,3-difluorocyclobutyl)benzene BrC1=CC=C(C=C1)C1CC(C1)(F)F